2,4-bis(2,4-dimethylphenyl)-6-(2-hydroxy-4-propoxyphenyl)-1,3,5-triazine CC1=C(C=CC(=C1)C)C1=NC(=NC(=N1)C1=C(C=C(C=C1)C)C)C1=C(C=C(C=C1)OCCC)O